Methyl 6-chloro-5-(1-methyl-1H-pyrazol-3-yl)pyridine-3-carboxylate ClC1=C(C=C(C=N1)C(=O)OC)C1=NN(C=C1)C